2,3-diaminoanthracene-9,10-dione NC1=CC=2C(C3=CC=CC=C3C(C2C=C1N)=O)=O